4-Amino-2-methylphenyl-sulfonyl fluoride NC1=CC(=C(C=C1)S(=O)(=O)F)C